3-(5-((2-(bis(((1r,4R)-4-methoxycyclohexyl)methyl)amino)cyclohexyl)oxy)-1-oxoisoindolin-2-yl)piperidine-2,6-dione COC1CCC(CC1)CN(C1C(CCCC1)OC=1C=C2CN(C(C2=CC1)=O)C1C(NC(CC1)=O)=O)CC1CCC(CC1)OC